(Z)-3-(1-(4-amino-2-fluoro-but-2-en-1-yl)-1H-benzo[d][1,2,3]triazol-4-yl)-N-methylbenzenesulfonamide NC\C=C(\CN1N=NC2=C1C=CC=C2C=2C=C(C=CC2)S(=O)(=O)NC)/F